(benzofuran-5-ylmethyl)-3,5-dimethyl-1H-pyrazole O1C=CC2=C1C=CC(=C2)CN2N=C(C=C2C)C